1-(3-cyanophenyl)-3-(methoxycarbonyl)-1H-pyrazole-5-carboxylic acid C(#N)C=1C=C(C=CC1)N1N=C(C=C1C(=O)O)C(=O)OC